1-[5-(5-chloro-2-methoxypyridin-4-yl)-1H-pyrazole-3-carbonyl]-N-[(1H-indazol-5-yl)methyl]piperidine-4-carboxamide ClC=1C(=CC(=NC1)OC)C1=CC(=NN1)C(=O)N1CCC(CC1)C(=O)NCC=1C=C2C=NNC2=CC1